C1(CCCC1)C=C1C(C=2C=CC(=NC2CC1)C(=O)OCC)=O ethyl 6-cyclopentylmethylene-5-oxo-5,6,7,8-tetrahydro-quinoline-2-carboxylate